(5R)-8-(3-boronopropyl)-2,6-diazabicyclo[3.2.1]octane B(O)(O)CCCC1C2NCC[C@H]1NC2